BrC=1C(=NN(C1)C)C1=NC=C(C=C1)OC(F)F 2-(4-bromo-1-methyl-1H-pyrazol-3-yl)-5-(difluoromethoxy)pyridine